COC1OC(C2=CC=CC=C2C1)(OC)OC trimethoxyisochroman